tris(2,4-bis(3-ethylpentan-3-yl) phenyl) phosphite P(OC1=C(C=C(C=C1)C(CC)(CC)CC)C(CC)(CC)CC)(OC1=C(C=C(C=C1)C(CC)(CC)CC)C(CC)(CC)CC)OC1=C(C=C(C=C1)C(CC)(CC)CC)C(CC)(CC)CC